C(C)OC=1C=C(C(=O)NC)C=C(C1)OC1=NC=CC=C1C1=CC(=NC=C1)OC 3-ethoxy-5-((2'-methoxy-[3,4'-bipyridin]-2-yl)oxy)-N-methylbenzamide